N1=CC=C(C=C1)CCSCCC[Si](OC)(OC)OC 3-(4-Pyridylethyl)Thiopropyl-trimethoxysilane